6-(((1,2,3,4-Tetrahydronaphthalen-2-yl)amino)methyl)-N2-(p-tolyl)-1,3,5-triazine-2,4-diamine C1C(CCC2=CC=CC=C12)NCC1=NC(=NC(=N1)NC1=CC=C(C=C1)C)N